tert-butyl (1R,5S)-3-(8-fluoro-7-(3-hydroxynaphthalen-1-yl)-2-((tetrahydro-1H-pyrrolizin-7a(5H)-yl)methoxy)pyrido[4,3-d]pyrimidin-4-yl)-3,8-diazabicyclo[3.2.1]octane-8-carboxylate FC1=C(N=CC2=C1N=C(N=C2N2C[C@H]1CC[C@@H](C2)N1C(=O)OC(C)(C)C)OCC12CCCN2CCC1)C1=CC(=CC2=CC=CC=C12)O